methyl (1r,4r)-4-(5-bromo-2H-indazol-2-yl)cyclohexane-1-carboxylate BrC1=CC2=CN(N=C2C=C1)C1CCC(CC1)C(=O)OC